1-(3-((1,8-diazaspiro[4.5]dec-1-yl)methyl)-5-fluorophenyl)cyclopentane-1-carboxylic acid N1(CCCC12CCNCC2)CC=2C=C(C=C(C2)F)C2(CCCC2)C(=O)O